1-[4-(4-hydroxy-8-methoxy-pyrido[3,4-d]pyrimidin-6-yl)-1-piperidyl]ethanone (S)-2-(((S)-1-tosyloxypropan-2-yl)oxy)propyl-4-methylbenzenesulfonate S(=O)(=O)(C1=CC=C(C)C=C1)OC[C@H](C)O[C@H](COS(=O)(=O)C1=CC=C(C=C1)C)C.OC=1C2=C(N=CN1)C(=NC(=C2)C2CCN(CC2)C(C)=O)OC